(1R,5R,6R)-3-(7-(4-bromo-3-hydroxynaphthalen-1-yl)-8-fluoro-2-(((2R,7aS)-2-fluorohexahydro-1H-pyrrolizin-7a-yl)methoxy)pyrido[4,3-d]pyrimidin-4-yl)-3-azabicyclo[3.2.1]octan-6-ol BrC1=C(C=C(C2=CC=CC=C12)C1=C(C=2N=C(N=C(C2C=N1)N1C[C@H]2C[C@H]([C@@H](C1)C2)O)OC[C@]21CCCN1C[C@@H](C2)F)F)O